[2-[[5-(4-fluorophenyl)-6-isopropyl-1H-pyrazolo[4,3-g]isoquinolin-8-yl]oxy]-5-oxo-6-azaspiro[3.4]octan-6-yl]acetic acid FC1=CC=C(C=C1)C1=C(N=C(C2=CC3=C(C=C12)C=NN3)OC3CC1(C3)C(N(CC1)CC(=O)O)=O)C(C)C